Methyl 4-[1-(tert-butyl sulfinyl amino)-3-[(3S)-5,5-dimethyl-1-(2,2,2-trifluoroacetyl)pyrrolidin-3-yl]propyl]benzoate C(C)(C)(C)S(=O)NC(CC[C@@H]1CN(C(C1)(C)C)C(C(F)(F)F)=O)C1=CC=C(C(=O)OC)C=C1